ClC1=C(C=C2CN(CC2=C1)C1CC1)NC1=NC=C(C(=N1)C=1SC=C(C1)S(=O)(=O)C)C(F)(F)F 6-chloro-2-cyclopropyl-N-[4-(4-methylsulfonyl-2-thienyl)-5-(trifluoromethyl)pyrimidin-2-yl]isoindolin-5-amine